NC1CCN(CC1)S(=O)(=O)CCC1=CC=C(C=C1)CN1CCC(CC1)(O)C=1C=C2CN(C(C2=CC1)=O)C1C(NC(CC1)=O)=O 3-[5-[1-[[4-[2-[(4-amino-1-piperidyl)sulfonyl]ethyl]phenyl]methyl]-4-hydroxy-4-piperidyl]-1-oxo-isoindolin-2-yl]piperidine-2,6-dione